(R)-3-((2-chloro-5-(morpholinomethyl)pyrimidin-4-yl)oxy)-10-methyl-9,10,11,12-tetrahydro-8H-azepino[4',3':4,5]thieno[3,2-f]quinoxalin-8-one ClC1=NC=C(C(=N1)OC1=NC=2C=CC3=C(C2N=C1)C1=C(S3)C(N[C@@H](CC1)C)=O)CN1CCOCC1